[3-(trifluoromethyl)-1-[6-(trifluoromethyl)pyridin-3-yl]-1H-pyrazol-4-yl]methylamine FC(C1=NN(C=C1CN)C=1C=NC(=CC1)C(F)(F)F)(F)F